6-((1R,3s,5S,6r)-6-(1-(tert-butyl)-3-(trifluoromethyl)-1H-pyrazol-5-yl)bicyclo[3.1.0]hexan-3-yl)-2-thia-6-azaspiro[3.4]octane 2,2-dioxide C(C)(C)(C)N1N=C(C=C1C1[C@H]2CC(C[C@@H]12)N1CC2(CS(C2)(=O)=O)CC1)C(F)(F)F